N1C=C(C=2C1=NC=CC2)C2=CC=1N(C=C2)N=CC1C(=O)N1CCC(CC1)N1CCN(CC1)C (5-(1H-pyrrolo[2,3-b]pyridin-3-yl)pyrazolo[1,5-a]pyridin-3-yl)(4-(4-methylpiperazin-1-yl)piperidin-1-yl)methanone